2-chloro-6-(4-(4-(3-methoxy-4-methylphenyl)-1-methyl-6-oxo-1,6-dihydropyridin-3-yl)-1H-pyrazol-1-yl)benzonitrile ClC1=C(C#N)C(=CC=C1)N1N=CC(=C1)C1=CN(C(C=C1C1=CC(=C(C=C1)C)OC)=O)C